2''-(difluoromethyl)-5''-methoxy-4-methyl-2-oxo-2H-[1,2':4',4''-terpyridine]-5'-carboxylic acid methyl ester COC(=O)C=1C(=CC(=NC1)N1C(C=C(C=C1)C)=O)C1=CC(=NC=C1OC)C(F)F